2-[Tert-butoxycarbonyl-(methyl)amino]acetic acid C(C)(C)(C)OC(=O)N(CC(=O)O)C